caesium zinc iodide [I-].[Zn+2].[Cs+].[I-].[I-]